(2-chloro-3-(4,4,5,5-tetramethyl-1,3,2-dioxaborolan-2-yl)phenyl)-2,4-dimethyl-3,5-dioxO-2,3,4,5-tetrahydro-1,2,4-triazine-6-carboxamide ClC1=C(C=CC=C1B1OC(C(O1)(C)C)(C)C)NC(=O)C=1C(N(C(N(N1)C)=O)C)=O